O=C1NC(CCC1N1N=C(C2=C(C=CC=C12)C#CCN1CCNCC1)C)=O 4-(3-(1-(2,6-dioxopiperidin-3-yl)-3-methyl-1H-indazol-4-yl)Prop-2-yn-1-yl)piperazine